C(C=C)(=O)N1CC(C1)(C1=C(C(=CC=C1)Cl)C)NC1=CC=C2C3(C(N(C2=C1)C)=O)CC3 6'-((1-Acryloyl-3-(3-chloro-2-methylphenyl)azetidin-3-yl)amino)-1'-methylspiro[cyclopropane-1,3'-indolin]-2'-one